COC=1N=C2C(=CC=NC2=CC1OC)OC1=C(C=C(C=C1)NC(=O)C1=CN(C=C(C1=O)C1=CC=C(C=C1)F)C)F N-[4-[(6,7-dimethoxy-1,5-naphthyridin-4-yl)oxy]-3-fluorophenyl]-5-(4-fluorophenyl)-1-methyl-4-oxopyridine-3-carboxamide